FC(C(=O)OCC1=NC(=CN=C1)NC1=NNC(=C1)[C@@H]1C[C@@H](CC1)OC(NC(C)C)=O)(F)F (6-((5-((1S,3R)-3-((isopropylcarbamoyl) oxy) cyclopentyl)-1H-pyrazol-3-yl) amino) pyrazin-2-yl)methyl 2,2,2-trifluoroacetate